C1(CC1)C1=C(C(=NO1)C1=C(C=CC=C1)C(F)(F)F)/C=C/C1CC2(CC(C2)COC=2C=C(C(=NC2)C(=O)O)C)C1 (E)-5-((6-(2-(5-Cyclopropyl-3-(2-(trifluoromethyl)phenyl)isoxazol-4-yl)vinyl)spiro[3.3]heptan-2-yl)methoxy)-3-methylpicolinic acid